FC1=C(C=CC=C1)C1CCN(CC1)C(=O)C1CC2(C1)NC(OC2)=O (2s,4s)-2-(4-(2-fluorophenyl)piperidine-1-carbonyl)-7-oxa-5-azaspiro[3.4]octan-6-one